N-((4-methoxyphenyl)(phenyl)methyl)-4-methyl-2-oxo-6-(trifluoromethyl)-1,2-dihydropyridine-3-carboxamide COC1=CC=C(C=C1)C(NC(=O)C=1C(NC(=CC1C)C(F)(F)F)=O)C1=CC=CC=C1